O=C1NC=CC=C1 2-oxo-1,2-dihydropyridine